6-[[1-[3-[(2,2-difluoro-1,3-benzodioxol-5-yl)-methyl-carbamoyl]phenyl]-3-(trifluoromethyl)-4,5,6,7-tetrahydroindazol-7-yl]oxy]pyridazine-3-carboxylic acid FC1(OC2=C(O1)C=CC(=C2)N(C(=O)C=2C=C(C=CC2)N2N=C(C=1CCCC(C21)OC2=CC=C(N=N2)C(=O)O)C(F)(F)F)C)F